2-(1-((3-(1H-pyrazol-4-yl)pyrazolo[1,5-a]pyrimidin-5-yl)amino)ethyl)-4-fluorophenol N1N=CC(=C1)C=1C=NN2C1N=C(C=C2)NC(C)C2=C(C=CC(=C2)F)O